Cl.Cl.Cl.O1CCN(CC1)CCC=1C=CC(=C(N)C1)N1CCCCC1 5-(2-morpholinoethyl)-2-(piperidin-1-yl)aniline tri-hydrochloride